4-(3-isopropyl-5-(1-((4-methyl-1H-imidazol-5-yl)methyl)piperidin-4-yl)-1H-indol-2-yl)pyridin-2-amine C(C)(C)C1=C(NC2=CC=C(C=C12)C1CCN(CC1)CC1=C(N=CN1)C)C1=CC(=NC=C1)N